C(C)(C)(C)OC([C@@H](CC1=CC=C(C=C1)OCCOCCOCCOCC)OS(=O)(=O)C)=O (2R)-3-(4-{2-[2-(2-ethoxyethoxy)ethoxy]ethoxy}phenyl)-2-[(methylsulfonyl)oxy]propanoic acid tert-butyl ester